N1(C=NC=C1)CC1=CC(=C2CCN(C(C2=C1)=O)C1=CC=NC=2C(NC(=CC12)CC)=O)C=1C(=NN(C1)C)C(F)(F)F 4-(7-((1H-Imidazol-1-yl)methyl)-5-(1-methyl-3-(trifluoromethyl)-1H-pyrazol-4-yl)-1-oxo-3,4-dihydroisoquinolin-2(1H)-yl)-6-ethyl-1,7-naphthyridin-8(7H)-one